(7-((4-(butylamino)-5-(trifluoromethyl)-7H-pyrrolo[2,3-d]pyrimidin-2-yl)amino)-2,3-dihydrobenzo-furan-4-yl)(morpholino)methanone C(CCC)NC=1C2=C(N=C(N1)NC1=CC=C(C=3CCOC31)C(=O)N3CCOCC3)NC=C2C(F)(F)F